C(#N)C1=CC(=CC2=C1SC(=C2)B(O)O)N2CCOCC2 (7-cyano-5-morpholinobenzo[b]thiophen-2-yl)boronic acid